C(C)(C)(C)OC(=O)N(CCOCC(=O)OCC)C 1-Ethyl 2-[2-[tert-butoxycarbonyl(methyl)amino]ethoxy]acetate